aluminium oxide titanium [Ti+4].[O-2].[Al+3]